C(C)(C)(C)OC(=O)N1C([C@H]2[C@H](C1)C[C@@H](CCO2)CC(C)C)C(=O)O (4S,5aS,8aR)-7-(tert-butoxycarbonyl)-4-isobutyloctahydro-2H-oxepino[2,3-c]pyrrole-8-carboxylic acid